butyl (((2S,4S)-4-(6-carbamoyl-2-fluoro-3-methoxyphenyl)-5-chloro-2-phenyl-2,3-dihydrobenzofuran-2-yl)methyl)carbamate C(N)(=O)C1=CC=C(C(=C1C1=C(C=CC2=C1C[C@](O2)(C2=CC=CC=C2)CNC(OCCCC)=O)Cl)F)OC